N[C@@]1(CC(CCC1)COC)COC1=C(C#N)C(=CC(=C1)C1=CN=C2N1C=CC=C2)SC 2-(((1S)-1-Amino-3-(methoxymethyl)cyclohexyl)methoxy)-4-(imidazo[1,2-a]pyridin-3-yl)-6-(methylthio)benzonitrile